(S)-Tributyl(1-cyclopentylethoxy)silane C(CCC)[Si](O[C@@H](C)C1CCCC1)(CCCC)CCCC